O=C1NC(CCC1N1C(N(C2=C1C=CC(=C2)N2CCN(CC2)CC=O)C)=O)=O 2-[4-[1-(2,6-Dioxo-3-piperidyl)-3-methyl-2-oxo-benzimidazol-5-yl]piperazin-1-yl]acetaldehyde